OCC1C2=CC=CC=C2C=2C=CC=CC12 9-hydroxymethyl-fluorene